2,5-dichloro-3-fluoro-6-(4-fluorophenyl)pyridine-4-carboxylic acid methyl ester COC(=O)C1=C(C(=NC(=C1Cl)C1=CC=C(C=C1)F)Cl)F